8-methoxy-7-((4-methoxybenzyl)oxy)chroman-4-one COC=1C(=CC=C2C(CCOC12)=O)OCC1=CC=C(C=C1)OC